(E)-4-bromo-N-(1-(4-(trifluoromethyl)phenyl)-1H-indol-5-yl)but-2-enamide BrC/C=C/C(=O)NC=1C=C2C=CN(C2=CC1)C1=CC=C(C=C1)C(F)(F)F